C(C1=CC=CC=C1)OC(=O)N1CC(CCC1)(C(=O)O)COC1CC1 1-((benzyloxy)carbonyl)-3-(cyclopropyloxymethyl)piperidine-3-carboxylic acid